C(#N)CC(=O)N1CC(C=CC1)C 1-(2-cyanoacetyl)-3-methyl-1,2,3,6-tetrahydropyridin